COC(=O)C=1C=2C(C(CNC2C=C(C1)F)C1=C(C=C(C=C1)C#N)F)=O 3-(4-cyano-2-fluorophenyl)-7-fluoro-4-oxo-2,3-dihydro-1H-quinoline-5-carboxylic acid methyl ester